androstenedione-d7 C([C@@]12C(=O)C(C([C@H]1[C@@H]1CCC3=CC(=O)CC[C@]3(C)[C@H]1CC2)([2H])[2H])([2H])[2H])([2H])([2H])[2H]